OC(CON1CCC(CC1)C)CN1CCCCC1 N-(2-hydroxy-3-(piperidin-1-yl)propoxy)-4-methylpiperidine